5-fluoro-N-(3-methyl-4-{[1,2,4]triazolo[1,5-a]pyridin-7-ylmethyl}phenyl)-6-[(3R)-3-methylpiperazin-1-yl]quinazolin-4-amine FC1=C2C(=NC=NC2=CC=C1N1C[C@H](NCC1)C)NC1=CC(=C(C=C1)CC1=CC=2N(C=C1)N=CN2)C